5-((2-bromo-5-iso-propyl-pyridin-4-yl)oxy)-N4-cyclohexyl-pyrimidine-2,4-diamine BrC1=NC=C(C(=C1)OC=1C(=NC(=NC1)N)NC1CCCCC1)C(C)C